1-tert-butyloxycarbonyl-1-methylhydrazine C(C)(C)(C)OC(=O)N(N)C